C(#N)C1=C(C=CC=C1/C=C/C=1C(=CC(=C(CN2[C@@H](COCC2)C(=O)O)C1)OCCCCC#N)C)C1=CC=CC=C1 (S,E)-4-(5-(2-(2-cyano-[1,1'-biphenyl]-3-yl)vinyl)-2-(4-cyanobutoxy)-4-Methylbenzyl)morpholine-3-carboxylic acid